The molecule is an aromatic ketone that is phloroglucinol in which two of the hydrogens attached to the benzene ring have been replaced by a chloro and hexanoyl groups. It is an intermediate biosynthetic precursor for differentiation-inducing factor 1 (DIF-1) which is a major inducer of stalk cell differentiation. It has a role as a eukaryotic metabolite. It is a benzenetriol, an aromatic ketone and a member of monochlorobenzenes. It is a conjugate acid of a (3-chloro-2,4,6-trihydroxyphenyl)hexan-1-one(1-). CCCCCC(=O)C1=C(C(=C(C=C1O)O)Cl)O